2-p-nitrophenyl-3,1-benzoxazin-4-one [N+](=O)([O-])C1=CC=C(C=C1)C1=NC2=C(C(O1)=O)C=CC=C2